2-chlorothiazole-5-sulfonamide ClC=1SC(=CN1)S(=O)(=O)N